2-{4-[4-(2-methoxyethoxy)phenyl]piperazin-1-yl}ethanamine COCCOC1=CC=C(C=C1)N1CCN(CC1)CCN